tert-butyl 4-(6-carbamoyl-5-isopropoxybenzo[d]thiazol-2-yl)piperazine-1-carboxylate C(N)(=O)C1=CC2=C(N=C(S2)N2CCN(CC2)C(=O)OC(C)(C)C)C=C1OC(C)C